ClC1=C(C(=O)N(C)CCCOC)C=CC(=C1)NC1CN(C1)C1CCN(CC1)C([C@@](C(F)(F)F)(C1=CC=CC=C1)O)=O (R)-2-chloro-N-(3-methoxypropyl)-N-methyl-4-(1-(1-(3,3,3-trifluoro-2-hydroxy-2-phenylpropanoyl)piperidin-4-yl)azetidin-3-ylamino)benzamide